5-(4-azaphenylsulfonylamino)thiazole-4-carboxylic acid C1(=CC=NC=C1)S(=O)(=O)NC1=C(N=CS1)C(=O)O